1-(3-((4,4-bis(octyloxy) butyryl) oxy)-2-(hydroxymethyl) propyl) 9-(dodec-3-yl) nonanedioate C(CCCCCCCC(=O)OC(CC)CCCCCCCCC)(=O)OCC(COC(CCC(OCCCCCCCC)OCCCCCCCC)=O)CO